N-(1-(6,7-Difluoro-1-oxo-1,2-dihydroisoquinolin-4-yl)ethyl)-4,6-difluoro-N-methyl-1H-indole-2-carboxamide FC=1C=C2C(=CNC(C2=CC1F)=O)C(C)N(C(=O)C=1NC2=CC(=CC(=C2C1)F)F)C